NCC1=C(C=C(C=C1)C1=CC2=C(N=C3N2[C@H]2C4=C(C(N([C@@H]3C2)C([2H])([2H])[2H])=O)C=CC=C4C#C)C=C1)F (7R,14R)-11-(4-(aminomethyl)-3-fluorophenyl)-1-ethynyl-6-(methyl-d3)-6,7-dihydro-7,14-methanobenzo[f]benzo[4,5]imidazo[1,2-a][1,4]diazocin-5(14H)-one